C(C)N1N=NC(=C1)CCC(C(C(=O)OC(C)(C)C)C)C1=CC(=C(C=C1)C)COCC1=CC=C(C=C1)OC tert-Butyl 5-(1-ethyl-1H-1,2,3-triazol-4-yl)-3-(3-(((4-methoxybenzyl)oxy)methyl)-4-methylphenyl)-2-methylpentanoate